tertbutyl 2-(bromomethyl)prop-2-enoate BrCC(C(=O)OC(C)(C)C)=C